BrC1=CC=C2C=CC(=CC2=C1)CCO 2-(7-bromonaphthalen-2-yl)ethanol